OC(CC1=CC=C(C=C1)CC1=CC=C(C=C1)C(C(C)(C)O)=O)(C)C 2-hydroxy-1-{4-[4-(2-hydroxy-2-methylpropoyl)benzyl]phenyl}-2-methylpropane